C1C(CC1(C(=O)O)N)O (1r,3r)-1-amino-3-hydroxycyclobutane-1-carboxylic acid